C(C=C)(=O)N1[C@H](CCC1)CNC(N)=O 3-[[(2R)-1-(prop-2-enoyl)pyrrolidin-2-yl]methyl]urea